O=C(CCNC(=O)N)N1CC2=CC=CC(=C2CC1)OC1=CC=C(C=C1)C(F)(F)F 1-(3-oxo-3-(5-(4-(trifluoromethyl)phenoxy)-3,4-dihydroisoquinolin-2(1H)-yl)propyl)urea